Octane-1-13C [13CH3]CCCCCCC